C(C)(=O)NCCCNC(=O)C=1C=C(C2=C(C(CO2)(C2=CC=CC=C2)CC)C1)C(=O)NC N5-(3-acetamidopropyl)-3-ethyl-N7-methyl-3-phenyl-2,3-dihydrobenzofuran-5,7-dicarboxamide